4-N,N-dimethylaminostyrene CN(C)C1=CC=C(C=C1)C=C